Benzyl 1-{[(tert-butoxy)carbonyl]amino}-3,6,9-trioxa-12-azatetradecan-14-oate C(C)(C)(C)OC(=O)NCCOCCOCCOCCNCC(=O)OCC1=CC=CC=C1